m-vinyl-styrene methyl-2-methyl-1-((R)-1-phenylethyl)pyrrolidine-3-carboxylate COC(=O)C1C(N(CC1)[C@H](C)C1=CC=CC=C1)C.C(=C)C=1C=C(C=C)C=CC1